(2-(1-(6,7-dimethoxyisoquinolin-1-yl)piperidin-4-yl)ethyl)phosphonic Acid COC=1C=C2C=CN=C(C2=CC1OC)N1CCC(CC1)CCP(O)(O)=O